5-([1,2,4]triazolo[1,5-a]pyridin-7-yl)-4-methoxy-N-((1s,4s)-4-methoxycyclohexyl)-7H-pyrrolo[2,3-d]pyrimidin-2-amine N=1C=NN2C1C=C(C=C2)C2=CNC=1N=C(N=C(C12)OC)NC1CCC(CC1)OC